4,4'-((4-(cyclopropylcarbamoyl)pyridine-2,6-diyl)bis(1H-1,2,3-triazole-4,1-diyl))bis(2-hydroxybenzoic acid) C1(CC1)NC(=O)C1=CC(=NC(=C1)C=1N=NN(C1)C1=CC(=C(C(=O)O)C=C1)O)C=1N=NN(C1)C1=CC(=C(C(=O)O)C=C1)O